indenyloxyacetic acid C1(C=CC2=CC=CC=C12)OCC(=O)O